Anthracen-7-amine C1=CC=CC2=CC3=CC=C(C=C3C=C12)N